NC1=C(C=C(C=N1)C=1N=C(N(C1)C12CC(C1)(C2)F)C=O)OC(F)(F)F 4-(6-amino-5-(trifluoromethoxy)pyridin-3-yl)-1-(3-fluorobicyclo[1.1.1]-pentan-1-yl)-1H-imidazole-2-carbaldehyde